CC([C@@H](C(=O)O)N1C(C2(CNC2)CCC1)=O)C (2S)-3-methyl-2-(5-oxo-2,6-diazaspiro[3.5]nonan-6-yl)butanoic acid